tert-butyl N-[[4-[2-[[4-[[3-(3-fluoro-4-methoxy-phenyl)imidazo[1,2-a]pyrazin-8-yl] amino]-2-methyl-benzoyl]-methyl-amino] ethyl] morpholin-2-yl] methyl]-N-methyl-carbamate FC=1C=C(C=CC1OC)C1=CN=C2N1C=CN=C2NC2=CC(=C(C(=O)N(CCN1CC(OCC1)CN(C(OC(C)(C)C)=O)C)C)C=C2)C